N-(cis-4-(difluoromethoxy)cyclohexyl)-5-(1-isopropyl-2-methyl-1H-imidazo[4,5-b]pyridin-6-yl)pyrrolo[2,1-f][1,2,4]triazin-2-amine FC(O[C@H]1CC[C@H](CC1)NC1=NN2C(C=N1)=C(C=C2)C=2C=C1C(=NC2)N=C(N1C(C)C)C)F